1-phenyl-N-(2,3,6-trifluoro-4-(2-(((3S,5S)-5-fluoropiperidin-3-yl)-amino)-8-isopropyl-7-oxo-7,8-dihydropyrido-[2,3-d]pyrimidin-6-yl)-phenyl)methanesulfonamide C1(=CC=CC=C1)CS(=O)(=O)NC1=C(C(=C(C=C1F)C1=CC2=C(N=C(N=C2)N[C@@H]2CNC[C@H](C2)F)N(C1=O)C(C)C)F)F